1-methyl-5-(4-(trifluoromethyl)phenyl)-1,5-dihydro-4H-imidazo[4,5-c]pyridin-4-one CN1C=NC=2C(N(C=CC21)C2=CC=C(C=C2)C(F)(F)F)=O